2-[6-(2-aminothiazolo[4,5-b]pyrazin-6-yl)pyridin-3-yl]-2-methyl-propionitrile NC=1SC=2C(=NC=C(N2)C2=CC=C(C=N2)C(C#N)(C)C)N1